(nicotinoxy) methyl fumarate C(\C=C\C(=O)OC)(=O)OOCC1=CN=CC=C1